NC1=NC=NN2C1=C(C=C2C=2C(=C(C(=O)N[C@@H]1CN(C[C@@H]1F)C(=O)C1CCC1)C=CC2)F)C(F)(F)F 3-[4-amino-5-(trifluoromethyl)pyrrolo[2,1-f][1,2,4]triazin-7-yl]-N-[(3R,4S)-1-cyclobutanecarbonyl-4-fluoropyrrolidin-3-yl]-2-fluorobenzamide